(5-Aminoisoindolin-2-yl)-3-(ethyl-(tetrahydro-2H-pyran-4-yl)amino)-2-methylbenzoic acid methyl ester COC(C1=C(C(=C(C=C1)N1CC2=CC=C(C=C2C1)N)N(C1CCOCC1)CC)C)=O